ONC(=O)[C@H]1[C@@H]2CC[C@H](CN1S(=O)(=O)N1CCN(CC1)CC1=CC=C(C=C1)OC)N2C(=O)OCCOC 2-methoxyethyl (1S,2R,5R)-2-(hydroxycarbamoyl)-3-((4-(4-methoxybenzyl)-piperazin-1-yl)-sulfonyl)-3,8-diaza-bicyclo[3.2.1]octane-8-carboxylate